FC1=C(C=CC(=C1)F)[C@@](CN1N=CN=C1)([C@@H](C)OCC#C)O (2R,3R)-2-(2,4-difluorophenyl)-3-(prop-2-yn-1-yloxy)-1-(1H-1,2,4-triazol-1-yl)-butane-2-ol